NCCOCCOC=1C=C(C=CC1)C(C(=O)N[C@@H](C(=O)NCC1=CC=C(C=C1)CNC(=O)N)CCCN\C(=N/C(NCCNC(CC)=O)=O)\N)C1=CC=CC=C1 (2R)-2-(2-(3-(2-(2-aminoethoxy)ethoxy)phenyl)-2-phenylacetamido)-5-((Z)-2-((2-propionamidoethyl)carbamoyl)-guanidino)-N-(4-(ureidomethyl)benzyl)pentanamide